3-(3-trifluoromethyl-phenyl)acrylic acid FC(C=1C=C(C=CC1)C=CC(=O)O)(F)F